N-(3-(N-(cyclohexylmethyl)-N-methylsulfamoyl)-4-methylphenyl)-2-(4,5-dichloro-6-oxopyridazin-1(6H)-yl)acetamide C1(CCCCC1)CN(S(=O)(=O)C=1C=C(C=CC1C)NC(CN1N=CC(=C(C1=O)Cl)Cl)=O)C